NC1=NN(C2=CC3=C(C=C12)CCCO3)C([C@@H](COC3=CC=CC=C3)C)=O (R,S)-1-(3-Amino-6,7-dihydropyrano[3,2-f]indazol-1(5H)-yl)-2-methyl-3-phenoxypropan-1-one